(E)-1-(2-Hydroxy-4-prop-2-ynoxyphenyl)-3-phenylprop-2-en-1-one OC1=C(C=CC(=C1)OCC#C)C(\C=C\C1=CC=CC=C1)=O